trioctadecyl phosphite tri(behenyl)phosphite C(CCCCCCCCCCCCCCCCCCCCC)OP(OCCCCCCCCCCCCCCCCCCCCCC)OCCCCCCCCCCCCCCCCCCCCCC.P(OCCCCCCCCCCCCCCCCCC)(OCCCCCCCCCCCCCCCCCC)OCCCCCCCCCCCCCCCCCC